ClC=1C=CC(=C(C1)C1=NN(C=C1NC(=O)C1=CN=C2N1N=CC=C2)CC(=O)N2CCC(CC2)N2CCOCC2)OC(F)F N-[3-[5-chloro-2-(difluoromethoxy)phenyl]-1-[2-(4-morpholino-1-piperidyl)-2-oxo-ethyl]pyrazol-4-yl]imidazo[1,2-b]pyridazine-3-carboxamide